Cl.ClC(CCN)C=1C=C(C=C2CCOCC12)C=1C=C2C(=NC1)NC=C2C 3-chloro-3-(6-(3-methyl-1H-pyrrolo[2,3-b]pyridin-5-yl)isochroman-8-yl)propan-1-amine hydrochloride